FC=1C=C(CNC(=O)C2=CC=C(S2)C2=C3C(=NC(=C2C(=O)OCC)CCC2=CC=C(C=C2)F)[C@H]2N(S3(=O)=O)CCC2)C=CC1F ethyl (S)-4-(5-((3,4-difluorobenzyl)carbamoyl)thiophen-2-yl)-2-(4-fluorophenethyl)-7,8,9,9a-tetrahydropyrrolo[1',2':2,3]isothiazolo[4,5-b]pyridine-3-carboxylate 5,5-dioxide